5-(2-(2-Aminopyridin-3-yl)-3-(4-(hydroxymethyl)phenyl)-3H-imidazo[4,5-b]pyridin-5-yl)picolinonitrile NC1=NC=CC=C1C1=NC=2C(=NC(=CC2)C=2C=CC(=NC2)C#N)N1C1=CC=C(C=C1)CO